(R)-2-(3-((6-((1-(3-(tert-butyl)phenyl)ethyl)carbamoyl)-1,2-dimethyl-1H-indol-3-yl)methyl)phenoxy)-2-methylpropanoic acid C(C)(C)(C)C=1C=C(C=CC1)[C@@H](C)NC(=O)C1=CC=C2C(=C(N(C2=C1)C)C)CC=1C=C(OC(C(=O)O)(C)C)C=CC1